4-((4-fluoro-2-methyl-1H-indol-5-yl)oxy)-7-methoxyquinoline FC1=C2C=C(NC2=CC=C1OC1=CC=NC2=CC(=CC=C12)OC)C